3-aminopropyldiisopropoxymethylsilane NCCC[SiH2]C(OC(C)C)OC(C)C